2-(phenanthren-9-yl)benzo[f]isoquinoline C1=CC=CC=2C3=CC=CC=C3C(=CC12)C=1N=CC=2C=CC3=C(C2C1)C=CC=C3